3-amino-N-[(3R)-7-[(3S,4S)-3-amino-4-(ethoxymethyl)pyrrolidin-1-yl]-3,4-dihydro-2H-1-benzopyran-3-yl]-6-methylthieno[2,3-b]pyridine-2-carboxamide NC1=C(SC2=NC(=CC=C21)C)C(=O)N[C@H]2COC1=C(C2)C=CC(=C1)N1C[C@H]([C@H](C1)COCC)N